N-((4-((2-butyl-4-oxo-1,3-diazaspiro[4.4]non-1-en-3-yl)methyl)-2'-(N-(4-cyclopropyl-5-methylisoxazol-3-yl)sulfamoyl)-[1,1'-biphenyl]-2-yl)methyl)-N,3,3-trimethylbutyramide C(CCC)C1=NC2(C(N1CC1=CC(=C(C=C1)C1=C(C=CC=C1)S(NC1=NOC(=C1C1CC1)C)(=O)=O)CN(C(CC(C)(C)C)=O)C)=O)CCCC2